C1(=CC=CC=C1)SC[C@@H](CCN1CC2(C1)CCN(CC2)C(=O)OC(C)(C)C)NC2=C(C=C(C=C2)S(=O)(=O)N)S(=O)(=O)C(F)(F)F (R)-tert-butyl 2-(4-(phenylthio)-3-((4-aminosulfonyl-2-((trifluoromethyl)sulfonyl)phenyl)amino)butyl)-2,7-diazaspiro[3.5]nonane-7-carboxylate